N-(4-{4-chloro-2-[(3,3-difluoro-1-azetidinyl)carbonyl]phenyl}-6-ethoxy-2-pyridyl)-1-cyclopropyl-5-({[(1-fluorocyclobutyl)methyl]amino}methyl)-2-oxo-1,2-dihydronicotinamide ClC1=CC(=C(C=C1)C1=CC(=NC(=C1)OCC)NC(C=1C(N(C=C(C1)CNCC1(CCC1)F)C1CC1)=O)=O)C(=O)N1CC(C1)(F)F